NC1=C(C=NS1)C#N 5-aminoisothiazole-4-carbonitrile